methyl (1R,2S,5S)-3-[2-(benzyloxycarbonylamino)-2-(1-methylcyclopropyl)acetyl]-6,6-dimethyl-3-azabicyclo[3.1.0]hexane-2-carboxylate C(C1=CC=CC=C1)OC(=O)NC(C(=O)N1[C@@H]([C@H]2C([C@H]2C1)(C)C)C(=O)OC)C1(CC1)C